IC1=NN(C2=C(C=CC=C12)C)C=1C=CC(=NC1)N1C2CC(C(C1)CC2)C(=O)OC Methyl 2-[5-(3-iodo-7-methyl-1H-indazol-1-yl)pyridin-2-yl]-2-azabicyclo[2.2.2]octane-5-carboxylate